4-(6-chloropyridazin-3-yl)-3,6-dihydropyridine ClC1=CC=C(N=N1)C=1CC=NCC1